C1(CCCCC1)C1=C(NC2=CC=CC=C12)C(=O)NC[C@H](CC(CNC(OC(C)(C)C)=O)O)NC(OC(C)(C)C)=O di-tert-butyl ((4S)-5-(3-cyclohexyl-1H-indole-2-carboxamido)-2-hydroxypentane-1,4-diyl)dicarbamate